C(C)C1=CC=C(C=C1)N1N=C(C=C1C1=CC=C(C#N)C=C1)C(=O)N1C[C@@H](CCC1)NC (R)-4-(1-(4-ethylphenyl)-3-(3-(methylamino)piperidine-1-carbonyl)-1H-pyrazole-5-yl)benzonitrile